FC1=C(C=CC=C1)CN1N=C(C=C1C1=CC(=CC=C1)OCC(C)C)COC(C(=O)O)(C)C 2-([1-[(2-Fluorophenyl)methyl]-5-(3-(2-methylpropoxy)phenyl)1H-pyrazol-3-yl]methoxy)-2-methylpropanoic acid